5-chloro-N-(2-methoxyethyl)-N-[(3R)-1-methyl-3-piperidyl]oxazolo[4,5-b]pyridin-2-amine ClC1=CC=C2C(=N1)N=C(O2)N([C@H]2CN(CCC2)C)CCOC